7-methoxy-10-(phenylsulfonyl)-5,10-dihydro-11H-dibenzo[b,e][1,4]diazepin-11-one COC1=CC2=C(N(C(C3=C(N2)C=CC=C3)=O)S(=O)(=O)C3=CC=CC=C3)C=C1